C1(=CC=CC=C1)NS(=O)(=O)C1=C(SC=C1)C(=O)NC=1C=C(C(=O)OCC)C=CC1 Ethyl 3-(3-(N-phenylsulfamoyl)thiophene-2-carboxamido)benzoate